3-(1H-benzo[d]imidazol-5-yl)-2-phenylthiazolidine-4-thione N1C=NC2=C1C=CC(=C2)N2C(SCC2=S)C2=CC=CC=C2